C(C)OP1(=NP(=NP(=N1)(F)F)(F)F)OCC diethoxy-tetrafluoro-cyclotriphosphazene